2,3-dihydroisoxazol O1NCC=C1